CC=CCC1C(C)C(=O)OC1=O Hept-2-ene-5,6-dicarboxylic anhydride